C(C)(C)(C)OC(=O)NCC1=CC(=C(C=C1)NC(=O)C1=CC2=C(OCCC3=C2SC=C3)C=C1C=1C(=NC(=CC1)C(NCCC)=O)C(=O)OC)CCO methyl 3-(9-((4-(((tert-butoxycarbonyl)amino)methyl)-2-(2-hydroxyethyl)phenyl)carbamoyl)-4,5-dihydrobenzo[b]thieno[2,3-d]oxepin-8-yl)-6-(propylcarbamoyl)picolinate